C(C)OC1=C(O[C@H]2CN(CCC2)C2=CN=CC(=N2)NC=2SC3=C(N2)C=CC(=C3)S(=O)(=O)C)C=CC=C1 (R)-N-(6-(3-(2-Ethoxyphenoxy)piperidin-1-yl)pyrazin-2-yl)-6-(methansulfonyl)benzo[d]thiazol-2-amin